C(C)(C)(C)[C@H]1C[C@H](N(CC1)C([C@@H](NS(=O)(=O)C(F)(F)F)C(C)(C)C)=O)C(=O)N[C@@H](C[C@H]1C(NCC1)=O)C(COC)=O (2S,4R)-4-tert-butyl-N-{(2S)-4-methoxy-3-oxo-1-[(3S)-2-oxopyrrolidin-3-yl]butan-2-yl}-1-[3-methyl-N-(trifluoromethanesulfonyl)-L-valyl]piperidine-2-carboxamide